C(C1CO1)OC1=C(C(=CC(=C1)C)CNC(C=C)=O)C acrylamidomethyl-2,5-dimethyl-phenyl glycidyl ether